(S)-4-(2-(5-cyclopropyl-4-fluoro-3,3-dimethyl-2-oxoindolin-1-yl)acetamido)-3-fluorobutyric acid C1(CC1)C=1C(=C2C(C(N(C2=CC1)CC(=O)NC[C@H](CC(=O)O)F)=O)(C)C)F